C1(CCCC1)C1=CC(=C(N)C(=C1)F)F 4-cyclopentyl-2,6-difluoroaniline